(5RS,7RS)-5-[(3,3-Difluoropyrrolidin-1-yl)carbonyl]-2-{[3-fluoro-2-(trifluoromethyl)pyridin-4-yl]methyl}-7-(trifluoromethyl)-5,6,7,8-tetrahydro[1,2,4]triazolo[4,3-a]pyridin-3(2H)-one FC1(CN(CC1)C(=O)[C@H]1C[C@H](CC=2N1C(N(N2)CC2=C(C(=NC=C2)C(F)(F)F)F)=O)C(F)(F)F)F |r|